(R)-N1-(6-amino-5-cyclopropylpyridin-3-yl)-N2-(2,3-dihydro-1H-inden-1-yl)-N2-((5-(trifluoromethyl)pyridin-2-yl)methyl)oxalamide NC1=C(C=C(C=N1)NC(C(=O)N(CC1=NC=C(C=C1)C(F)(F)F)[C@@H]1CCC2=CC=CC=C12)=O)C1CC1